C(C=C)ONC(C(C)(C)Br)=O N-(allyloxy)-2-bromo-2-methylpropanamide